6-Cyclobutoxy-N-(1-cyclopropyl-2-oxo-1,2-dihydropyridin-3-yl)-2-((1R,4R)-1-methyl-2-oxabicyclo[2.2.1]Hept-4-yl)-2H-pyrazolo[3,4-b]Pyridine-5-carboxamide C1(CCC1)OC=1C(=CC=2C(N1)=NN(C2)[C@]21CO[C@](CC2)(C1)C)C(=O)NC=1C(N(C=CC1)C1CC1)=O